COC1=CC=C(C=C1)C(=O)C1=CC=CC=C1 (4-methoxyphenyl)-(phenyl)-methanone